(R)-1-(1-(3-chlorophenyl)-2-hydroxyethyl)-3-(1-(2-((2-chlorophenyl)amino)-5-methylpyrimidin-4-yl)-1H-pyrazol-4-yl)urea ClC=1C=C(C=CC1)[C@H](CO)NC(=O)NC=1C=NN(C1)C1=NC(=NC=C1C)NC1=C(C=CC=C1)Cl